(2S)-tert-butyl-2-([1,2,4]triazolo[4,3-a]pyridin-3-yl)-4-(((benzyloxy)carbonyl)amino)piperidine-1-carboxylate C(C)(C)(C)OC(=O)N1[C@@H](CC(CC1)NC(=O)OCC1=CC=CC=C1)C1=NN=C2N1C=CC=C2